C(C)(C)(C)OC(=O)C1CC2C(NC1C1=CC=C(C=C1)NC1CCCC1)CCC2 cis-tert-butyl-2-[4-(cyclopentylamino) phenyl]-2,3,4,4a,5,6,7,7a-octahydro-1H-cyclopenta[b]pyridine-3-carboxylate